C1(CC1)N1C(=NN=C1)C1=CC=CC(=N1)NC(=O)C=1C(=CC(=C(C1)N1C=NC=C1C(=O)OC)F)F methyl 1-(5-((6-(4-cyclopropyl-4H-1,2,4-triazol-3-yl) pyridin-2-yl) carbamoyl)-2,4-difluorophenyl)-1H-imidazole-5-carboxylate